O[C@H]1[C@@H](CNC1)NC(OC(C)(C)C)=O trans-tert-butyl N-(4-hydroxypyrrolidin-3-yl)carbamate